C1(CCCCC1)NC[Si](OCC)(OCC)C N-cyclohexyl-aminomethyl-methyldiethoxysilane